N-hydroxyethyl-N-hydroxyethylimidazolinium OCC[N+]1(C=NCC1)CCO